C(C)OC(=O)C1(CN(CC1O)C(=O)OC(C)(C)C)C 4-hydroxy-3-methylpyrrolidine-1,3-dicarboxylic acid 1-(tert-butyl) ester 3-ethyl ester